NC1=C(C=C(C=C1)C=1C=C(C(N(C1)C)=O)C)N[C@@H](COC(C)C)C (R)-5-(4-amino-3-((1-isopropoxypropan-2-yl)amino)phenyl)-1,3-dimethylpyridin-2(1H)-one